CC(CCCCCN[Si](C)(C)C)(N)C dimethyl-N'-trimethylsilanyl-1,6-diaminohexane